6-ethoxy-5-({6-[(1R,2S)-5'-methoxy-2'-oxo-1',2'-dihydrospiro[cyclopropane-1,3'-indol]-2-yl]-1H-indazol-3-yl}amino)-N,N-dimethylpyrazine-2-carboxamide C(C)OC1=C(N=CC(=N1)C(=O)N(C)C)NC1=NNC2=CC(=CC=C12)[C@@H]1C[C@@]12C(NC1=CC=C(C=C21)OC)=O